N1C(=CC=2C=CC=3C=CNC3C21)C(=O)OC methyl 1,8-dihydropyrrolo[3,2-g]indole-2-carboxylate